tert-butyl (4-(2-((6-(1,2,4-oxadiazol-5-yl)-1H-indazol-4-yl)amino)ethoxy)butyl)(3,5-difluoro-4-(trifluoromethoxy)benzyl)carbamate O1N=CN=C1C1=CC(=C2C=NNC2=C1)NCCOCCCCN(C(OC(C)(C)C)=O)CC1=CC(=C(C(=C1)F)OC(F)(F)F)F